5-bromo-4-fluoro-N,N-dimethyl-2-(pyridazin-3-yl)benzamide BrC=1C(=CC(=C(C(=O)N(C)C)C1)C=1N=NC=CC1)F